(3R,4S)-3-Cyclopropyl-1-(3-fluoro-6-(1-(3-methyloxetan-3-yl)-1H-pyrazol-4-yl)pyrazolo[1,5-a]pyrazin-4-yl)-4-methyl-2-oxopyrrolidine-3-carbonitrile C1(CC1)[C@]1(C(N(C[C@H]1C)C=1C=2N(C=C(N1)C=1C=NN(C1)C1(COC1)C)N=CC2F)=O)C#N